5-(2-fluoro-6-methoxyphenyl)-3-(3-(4-methylpiperazin-1-yl)phenyl)-1H-pyrazolo[4,3-c]pyridazin-6(5H)-one FC1=C(C(=CC=C1)OC)N1N=C2C(=CC1=O)NN=C2C2=CC(=CC=C2)N2CCN(CC2)C